COC(C1=C(C=C(C=C1)CNS(=O)(=O)C)S(=O)(=O)Cl)=O 4-methylsulfonylaminomethyl-2-Chlorosulfonyl-benzoic acid methyl ester